CN1C=CC2=CC=CC(=C12)C1=NC=C2NC(N(C2=N1)CC1=CC=C(C=C1)C=1N(C=C(N1)C(F)(F)F)C)=O 2-(1-methyl-1H-indol-7-yl)-9-(4-(1-methyl-4-(trifluoromethyl)-1H-imidazol-2-yl)benzyl)-7,9-dihydro-8H-purin-8-one